5-methyl-1H-1,2,4-triazole-3-carboxylic acid CC1=NC(=NN1)C(=O)O